1-(tetrahydro-2H-pyran-4-yl)-1H-benzo[d]imidazole-5-carboxylate O1CCC(CC1)N1C=NC2=C1C=CC(=C2)C(=O)[O-]